FC1=C(CCC=2C=C3N(C(N2)=O)CC2N3COC2)C=CC(=C1)F 6-(2,4-difluorophenethyl)-10,10a-dihydro-1H-oxazolo[3',4':3,4]imidazo[1,2-c]pyrimidin-8(3H)-one